Cl.OC=1C=CC(=C2C=CC(NC12)=O)C(CO)NCCCC1=CC=C(C=C1)NC(C1=CC=CC=C1)=O 8-hydroxy-5-{2-hydroxy-1-[3-(4-benzoylaminophenyl)propylamino]ethyl}-(1H)-quinolin-2-one hydrochloride